(S)-2-((1-((tert-butyldimethylsilyl)oxy)-3-(tritylthio)propan-2-yl)oxy)-N,N-dimethylethan-1-amine [Si](C)(C)(C(C)(C)C)OC[C@@H](CSC(C1=CC=CC=C1)(C1=CC=CC=C1)C1=CC=CC=C1)OCCN(C)C